ClC1=C(OC2=C(C=CC=C2[N+](=O)[O-])F)C=CC=C1 2-(2-chlorophenoxy)-1-fluoro-3-nitro-benzene